2-(2-isopropylphenyl)-7-[4-(1-methyl-4-(trifluoromethyl)-1H-imidazol-2-yl)phenylamino]-5-methyl-5H-pyrrolo[3,2-d]pyrimidine C(C)(C)C1=C(C=CC=C1)C=1N=CC2=C(N1)C(=CN2C)NC2=CC=C(C=C2)C=2N(C=C(N2)C(F)(F)F)C